(Z)-4-(1-(4-amino-2-fluorobut-2-en-1-yl)-6-(trifluoromethyl)-1H-benzo[d]imidazole-4-yl)-N-cyclopropylbenzenesulfonamide hydrochloride Cl.NC\C=C(\CN1C=NC2=C1C=C(C=C2C2=CC=C(C=C2)S(=O)(=O)NC2CC2)C(F)(F)F)/F